tert-butyl (12aR)-9-(2-chloro-6-methoxyphenyl)-8-[3-(dimethylamino) prop-1-yn-1-yl]-10-fluoro-3,4,12,12a-tetrahydro-6H-pyrazino[2,1-c][1,4]benzooxazepin-2(1H)-carboxylate ClC1=C(C(=CC=C1)OC)C1=C(C2=C(CN3[C@@H](CO2)CN(CC3)C(=O)OC(C)(C)C)C=C1C#CCN(C)C)F